(S)-6-(4-(4-acryloyl-1-(methylsulfonyl)piperazin-2-yl)-6-chloro-5-methylpyridin-2-yl)-N-methylpyrimidine-4-carboxamide C(C=C)(=O)N1C[C@@H](N(CC1)S(=O)(=O)C)C1=CC(=NC(=C1C)Cl)C1=CC(=NC=N1)C(=O)NC